C(C#C)ONC(OC(C)(C)C)=O tert-butyl (prop-2-yn-1-yloxy)carbamate